N-3-pyridylbenzamide N1=CC(=CC=C1)NC(C1=CC=CC=C1)=O